4-(4-chloro-2-fluorobenzyl)-N-hydroxy-2,2-dimethyl-3-oxo-3,4-dihydro-2H-benzo[b][1,4]oxazine-6-carboxamide ClC1=CC(=C(CN2C3=C(OC(C2=O)(C)C)C=CC(=C3)C(=O)NO)C=C1)F